8-(cis-3-amino-5-(trifluoromethyl)piperidin-1-yl)quinoxaline-5-carbonitrile N[C@@H]1CN(C[C@@H](C1)C(F)(F)F)C1=CC=C(C=2N=CC=NC12)C#N